racemic-methyl-lactamide CC(C(=O)N)(O)C